tert-Butyl 4-(2-oxo-3-(5-(trifluoromethyl)pyridin-2-yl)-2,3-dihydro-1H-benzo[d]imidazole-5-carboxamido)piperidine-1-carboxylate O=C1N(C2=C(N1)C=CC(=C2)C(=O)NC2CCN(CC2)C(=O)OC(C)(C)C)C2=NC=C(C=C2)C(F)(F)F